Dimethylaminoaniline CN(C)NC1=CC=CC=C1